C(CC)OC(NC1=C(C=C(C=C1)NCC1=CC=C(C=C1)C(F)(F)F)C#N)=O [2-Cyano-4-(4-trifluoromethyl-benzylamino)-phenyl]-carbamic acid propyl ester